N-(3-(2-aminoquinazolin-6-yl)-2-methylphenyl)-5-chloro-2-methoxypyridine-3-sulfonamide NC1=NC2=CC=C(C=C2C=N1)C=1C(=C(C=CC1)NS(=O)(=O)C=1C(=NC=C(C1)Cl)OC)C